1-(5-bromo-4-methylpyridin-2-yl)-2-methoxyethanone BrC=1C(=CC(=NC1)C(COC)=O)C